6-fluoro-1-benzofuran-3-yl trifluoromethanesulfonate FC(S(=O)(=O)OC1=COC2=C1C=CC(=C2)F)(F)F